2-(6-oxo-1,6-dihydropyridin-3-yl)-5-(piperazin-1-yl)isoindoline-1,3-dione O=C1C=CC(=CN1)N1C(C2=CC=C(C=C2C1=O)N1CCNCC1)=O